C(#N)[C@@]1(C(N(C[C@H]1C)C=1C=2N(N=CC1)C=C(C2)C2=CC=CC(=N2)NC(C)=O)=O)C2CC2 N-[6-[4-[(3R,4S)-3-cyano-3-cyclopropyl-4-methyl-2-oxopyrrolidin-1-yl]pyrrolo[1,2-b]pyridazin-6-yl]pyridin-2-yl]acetamide